4-[5-CYANO-2-(2,4-DIFLUOROANILINO)THIAZOL-4-YL]-4-ETHOXYCARBONYL-HEXANOIC ACID C(#N)C1=C(N=C(S1)NC1=C(C=C(C=C1)F)F)C(CCC(=O)O)(CC)C(=O)OCC